C(CCCCCCCCCCCCCCC(C)C)OC(CCSCCC(=O)OCCCCCCCCCCCCCCCC(C)C)=O Diisostearylthiodipropionate